N-((1R,2R,4S)-7-cyano-7-azabicyclo[2.2.1]heptan-2-yl)-2-(3-cyclopropylphenyl)-1,3-thiazole-4-carboxamide C(#N)N1[C@H]2[C@@H](C[C@@H]1CC2)NC(=O)C=2N=C(SC2)C2=CC(=CC=C2)C2CC2